methyl 2-(2-amino-5-{2-[(5-chloropyridin-2-yl)amino]-1,3-thiazol-4-yl}-1,3-thiazol-4-yl)acetate NC=1SC(=C(N1)CC(=O)OC)C=1N=C(SC1)NC1=NC=C(C=C1)Cl